methylenebisoleic amide C(CCCCCCCC\C=C/CCCCCCCC(=O)N)CCCCCCCC\C=C/CCCCCCCC(=O)N